ClC1=CC(=C2C=C(NC2=C1F)C(=O)N1CCN(CC1)C1=NC=C(C=C1OC)F)B1OC(C(O1)(C)C)(C)C [6-chloro-7-fluoro-4-(4,4,5,5-tetramethyl-1,3,2-dioxaborolan-2-yl)-1H-indol-2-yl]-[4-(5-fluoro-3-methoxy-2-pyridyl)piperazin-1-yl]methanone